BrC1=CC(=C(C=C1F)CC(C#N)N=C(C1=CC=CC=C1)C1=CC=CC=C1)F 3-(4-bromo-2,5-difluorophenyl)-2-((diphenylmethylene)amino)propanenitrile